2,7-dimethylindazol-5-amine CN1N=C2C(=CC(=CC2=C1)N)C